4'-(chloromethyl)-N-(3,4-dimethylisoxazol-5-yl)-2'-(ethoxymethyl)-N-(methoxymethyl)-[1,1'-biphenyl]-2-sulfonamide ClCC1=CC(=C(C=C1)C=1C(=CC=CC1)S(=O)(=O)N(COC)C1=C(C(=NO1)C)C)COCC